C(C)(C)(C)OC(=O)N[C@H](C(=O)[O-])CNC(=O)N (S)-2-((tert-butoxycarbonyl) amino)-3-ureidopropionate